(1-bromo-3-phenylpropan-2-yl)-3-chloroisonicotinamide BrCC(CC1=CC=CC=C1)C=1C(=C(C(=O)N)C=CN1)Cl